(R)- or (S)-N-((3-methyl-1-(4-(trifluoromethyl)phenyl)-1,2,3,4-tetrahydro-1,5-naphthyridin-3-yl)methyl)acetamide C[C@]1(CN(C2=CC=CN=C2C1)C1=CC=C(C=C1)C(F)(F)F)CNC(C)=O |o1:1|